ClC1=C(C=C(C=C1)N(C(=O)[C@H]1N(CC=2N(N=CC21)C)C(=O)OC(C)(C)C)C)C tert-Butyl (4S)-4-[(4-chloro-3-methylphenyl) (methyl) carbamoyl]-1-methyl-4H,6H-pyrrolo[3,4-c]pyrazole-5-carboxylate